1-Allyl-N-((1,2,3,5,6,7-hexahydro-s-indacen-4-yl)carbamoyl)azetidine-3-sulfonamide, Potassium Salt [K].C(C=C)N1CC(C1)S(=O)(=O)NC(NC1=C2CCCC2=CC=2CCCC12)=O